The molecule is a sulfonamide that is N-phenylmethanesulfonamide substituted by a methoxy group at position 3 and an acridin-9-ylamino group at position 4. It exhibits antineoplastic activity. It has a role as an antineoplastic agent and an EC 5.99.1.3 [DNA topoisomerase (ATP-hydrolysing)] inhibitor. It is a sulfonamide, a member of acridines and an aromatic ether. COC1=C(C=CC(=C1)NS(=O)(=O)C)NC2=C3C=CC=CC3=NC4=CC=CC=C42